N-(6-amino-5-ethylpyridin-3-yl)-2-((2R,5S)-2-(2-((Dimethylamino)methyl)benzo[d]thiazol-5-yl)-5-methylpiperidin-1-yl)-2-oxoacetamide NC1=C(C=C(C=N1)NC(C(=O)N1[C@H](CC[C@@H](C1)C)C=1C=CC2=C(N=C(S2)CN(C)C)C1)=O)CC